(S)-3-((1-(4-cyanophenyl)-2-(3-fluoro-4-methoxyphenyl)-1H-indol-5-yl)amino)piperidine-1-carboxylic acid tert-butyl ester C(C)(C)(C)OC(=O)N1C[C@H](CCC1)NC=1C=C2C=C(N(C2=CC1)C1=CC=C(C=C1)C#N)C1=CC(=C(C=C1)OC)F